CC1=C(C(=CC=C1)C)OC1=C(C=CC=C1C)C 2,6-dimethylphenyl ether